OC(C)C1=C2CC3(CCC4=CC=CC=C34)N(C(C2=CC(=C1)C)=O)C 5-(1-Hydroxyethyl)-2,7-dimethyl-spiro[4H-isoquinoline-3,1'-indane]-1-one